7-[2-fluoro-4-(2-tetrahydropyran-4-yloxyethoxy)phenoxy]-1-methyl-indazole-5-carbohydrazide FC1=C(OC=2C=C(C=C3C=NN(C23)C)C(=O)NN)C=CC(=C1)OCCOC1CCOCC1